4,4'-dimethoxytritanol COC1=CC=C(C=C1)C(C2=CC=CC=C2)(C3=CC=C(C=C3)OC)O